NC1=C2C(=CN(C2=C(C(=C1)Cl)Cl)CCNC(C)=O)C=1C=NNC1 N-[2-[4-amino-6,7-dichloro-3-(1H-pyrazol-4-yl)indol-1-yl]ethyl]acetamide